Cl.N[C@H](C(=O)NC1C(NC(CN1)=O)=O)CC1CCCCC1 (2S)-2-amino-3-cyclohexyl-N-(2,6-piperazinedione-3-yl)propanamide hydrochloride